4-chloro-3'-(((2-(2-hydroxycyclopentyl)-1-oxoisoindolin-5-yl)oxy)methyl)-[1,1'-biphenyl]-3-carboxylic acid ClC1=C(C=C(C=C1)C1=CC(=CC=C1)COC=1C=C2CN(C(C2=CC1)=O)C1C(CCC1)O)C(=O)O